C1(CC1)N(P1C(CCC1C1=CC=CC=C1)C1=CC=CC=C1)P(C1=CC=CC=C1)C1=CC=CC=C1 rac-N-cyclopropyl-N-(diphenylphosphanyl)-2,5-diphenylphospholan-1-amine